FC1=C(OCC(=O)N2CC3=C(CC2)SC(=C3)C3=NOC(=N3)C(F)(F)F)C=CC=C1 2-(2-fluorophenoxy)-1-(2-(5-(trifluoromethyl)-1,2,4-oxadiazol-3-yl)-6,7-dihydrothieno[3,2-c]pyridin-5(4H)-yl)ethan-1-one